2-[2-[2-[2-[2-[2-[3-(Dibenzylamino)-2-fluoro-propoxy]ethoxy]ethoxy]ethoxy]ethoxy]ethoxy]acetic acid C(C1=CC=CC=C1)N(CC(COCCOCCOCCOCCOCCOCC(=O)O)F)CC1=CC=CC=C1